4-(5-bromo-2-pyridinyl)cyclopentanecarboxamide BrC=1C=CC(=NC1)C1CCC(C1)C(=O)N